ClC1=C(OC=2C=C3C=4C=CC(=CC4C(C3=CC2)(C)C)N(C2=CC=CC=C2)C2=CC=CC=C2)C=CC=C1N(C1=CC2=CC=CC=C2C=C1)C1=CC2=CC=CC=C2C=C1 6-(2-chloro-3-(di(naphthalen-2-yl)amino)phenoxy)-9,9-dimethyl-N,N-diphenyl-9H-fluoren-2-amine